C(C1=CC=CC=C1)OC=1C=C(CC#N)C=CC1OCC1=CC=CC=C1 3,4-dibenzyloxybenzyl cyanide